N1(CCC1)C1=CC2=C(C=C(O2)C(=O)NS(=O)(=O)C2=C(C=CC(=C2)CO)OC(F)(F)F)C(=C1)F 6-(Azetidin-1-yl)-4-fluoro-N-[5-(hydroxymethyl)-2-(trifluoromethoxy)benzene-1-sulfonyl]-1-benzofuran-2-carboxamide